N,N,N-tris(oleyl-oxy-ethyl)-N-methylammonium chloride [Cl-].C(CCCCCCC\C=C/CCCCCCCC)OCC[N+](C)(CCOCCCCCCCC\C=C/CCCCCCCC)CCOCCCCCCCC\C=C/CCCCCCCC